N-propylacrylamide CCCNC(=O)C=C